C1(=CC=CC=C1)N(C1=CC=C(C=C1)NC1=CC=C(C=C1)N(C1=CC=CC=C1)C1=CC=CC=C1)C1=CC=CC=C1 N1-(4-(diphenylamino)phenyl)-N4,N4-diphenyl-benzene-1,4-diamine